OCCCCCCO 1,6-Dihydroxyhexan